BrC=1OC(=CN1)C1=CC=C(C=C1)OCC 2-bromo-5-(4-ethoxyphenyl)oxazole